(2E)-3-(dimethylamino)-1-(4-methylphenyl)-2-propen-1-one CN(/C=C/C(=O)C1=CC=C(C=C1)C)C